methyl sec-butyl sulfoxide C(C)(CC)S(=O)C